bis(linoleate) zirconium [Zr+2].C(CCCCCCC\C=C/C\C=C/CCCCC)(=O)[O-].C(CCCCCCC\C=C/C\C=C/CCCCC)(=O)[O-]